3-amino-4-bromo-6-chloromethyl-pyridine methyl-3-[(tert-butoxycarbonyl)amino]-1-methylindazole-5-carboxylate COC(=O)C=1C=C2C(=NN(C2=CC1)C)NC(=O)OC(C)(C)C.NC=1C=NC(=CC1Br)CCl